N-(7-chloro-6-(1-(4-hydroxy-3-methyltetrahydrofuran-3-yl)piperidin-4-yl)isoquinolin-3-yl)-2-(pyridin-4-yl)cyclopropane-1-carboxamide ClC1=C(C=C2C=C(N=CC2=C1)NC(=O)C1C(C1)C1=CC=NC=C1)C1CCN(CC1)C1(COCC1O)C